7-isopropoxy-N-(1-((1S,2S)-2-methoxycyclopropyl)-2-oxo-1,2-dihydropyridin-3-yl)-2-(1-methyl-2-oxabicyclo[2.1.1]hexan-4-yl)imidazo[1,2-a]pyrimidine-6-carboxamide C(C)(C)OC1=NC=2N(C=C1C(=O)NC=1C(N(C=CC1)[C@@H]1[C@H](C1)OC)=O)C=C(N2)C21COC(C2)(C1)C